5-[1-(4,4-diethyl-2-imino-6-oxo-hexahydropyrimidin-1-yl)-3-methoxy-propyl]-N-[(3S,4R)-3-hydroxy-3-methyl-chroman-4-yl]-2-(trifluoromethyl)benzamide C(C)C1(NC(N(C(C1)=O)C(CCOC)C=1C=CC(=C(C(=O)N[C@H]2[C@](COC3=CC=CC=C23)(C)O)C1)C(F)(F)F)=N)CC